C(C1=CC=CC=C1)OCC1=NN(C(N1CC)=O)C=1C=C2C(=CNC(C2=CC1)=O)N(C)C 6-(3-((benzyloxy)methyl)-4-ethyl-5-oxo-4,5-dihydro-1H-1,2,4-triazol-1-yl)-4-(dimethylamino)isoquinolin-1(2H)-one